Cl.N(=[N+]=[N-])CC1CNC1 3-(Azidomethyl)azetidine hydrochloride